3-chloro-N-((1R,2R,4S)-7-cyano-7-azabicyclo[2.2.1]heptan-2-yl)-3'-cyclopropyl-5'-fluoro[biphenyl]-4-carboxamide ClC=1C=C(C=CC1C(=O)N[C@H]1[C@H]2CC[C@@H](C1)N2C#N)C2=CC(=CC(=C2)F)C2CC2